NC1=CC=C(C=C1)CCC1(NC=C(C=C1)C(=O)NCCC1=CC=C(C=C1)N)C(=O)N 2,N5-bis(4-aminophenylethyl)pyridine-2,5-dicarboxamide